FC(C1=NN(C(=N1)C)C1=NC(=NC=C1F)N1CCNCC1)F 4-(3-(difluoromethyl)-5-methyl-1H-1,2,4-triazol-1-yl)-5-fluoro-2-(piperazin-1-yl)pyrimidine